ClC=1C=C(C(=NC1)OC)C(=O)N1CCCCC1 1-[(5-chloro-2-methoxypyridin-3-yl)carbonyl]piperidin